5-(4-((6-chloropyridin-3-yl)methoxy)phenyl)-2-oxo-6-(trifluoromethyl)-1,2-dihydropyridine-3-carboxamide ClC1=CC=C(C=N1)COC1=CC=C(C=C1)C=1C=C(C(NC1C(F)(F)F)=O)C(=O)N